C(C)OP(=O)(OCC)C(C(=O)[O-])C(C(=O)OC)C 4-methyl 2-(diethoxyphosphoryl)-3-methylsuccinate